N-(4-((3-((3,3-difluorocyclobutyl)-amino)-1H-pyrazolo-[3,4-b]pyridin-4-yl)oxy)-3-fluorophenyl)-2-(4-fluorophenyl)-3-oxo-2,3-dihydro-pyridazine-4-carboxamide FC1(CC(C1)NC1=NNC2=NC=CC(=C21)OC2=C(C=C(C=C2)NC(=O)C=2C(N(N=CC2)C2=CC=C(C=C2)F)=O)F)F